CC=1C(CC(C(C1)C)C)CCOC(OCC)=O carbonic acid ethyl (2-(2,4,5-trimethylcyclohex-2-en-1-yl) ethyl) ester